CCCCCCCCCCCCCCCCCC(=O)O[C@H](CO/C=C\CCCCCCCCCCCCCCCC)COP(=O)(O)OC[C@@H](C(=O)O)N 1-(1Z-octadecenyl)-2-octadecanoyl-glycero-3-phosphoserine